N1C=CC=C(C=C1)C(=O)N Azepine-5-carboxamide